5-(2,2-dioxido-3,4,6,7,8,9-hexahydropyrido[2,1-c][1,2,4]thiadiazin-9-yl)-2,2-dimethyl-2,3-dihydro-1H-inden-1-one O=S1(N=C2N(CC1)CCCC2C=2C=C1CC(C(C1=CC2)=O)(C)C)=O